C1(=C(C=CC=C1)N)N Ortho-PhenyleneDi-Amine